C(C)(C)(C)OC(=O)N1CC2(C[C@@H]1C)CC=1C(=NC=C(N1)OC)O2 (5's)-2-methoxy-5'-methyl-7H-spiro[furo[2,3-b]pyrazine-6,3'-pyrrolidine]-1'-carboxylic acid tert-butyl ester